ethyl 2-[(4-cyano-2,3-difluorophenyl)carbamoyl]-3-oxopropanoate C(#N)C1=C(C(=C(C=C1)NC(=O)C(C(=O)OCC)C=O)F)F